tert-butyl N-methyl-N-[(1s,3s)-3-(methanesulfonylmethyl)cyclobutyl]carbamate CN(C(OC(C)(C)C)=O)C1CC(C1)CS(=O)(=O)C